C(C)(C)(C)C1=CC(=C(C=C1)C=1C=C2CCN(C(C2=CC1)=O)C=1C=CC(=C(C1)NS(=O)(=O)C)O)N1C[C@H](OCC1)C (R)-N-(5-(6-(4-(tert-butyl)-2-(2-methylmorpholino)phenyl)-1-oxo-3,4-dihydroisoquinolin-2(1H)-yl)-2-hydroxyphenyl)methanesulfonamide